(2S,3S)-methyl 3-hydroxypyrrolidine-2-carboxylate HCl salt Cl.O[C@@H]1[C@H](NCC1)C(=O)OC